4-(trimethylsilylethynyl)-3-nitroaniline C[Si](C)(C)C#CC1=C(C=C(N)C=C1)[N+](=O)[O-]